3-benzyl-1-(trans-4-((5-cyano-4-(oxetan-3-ylamino)pyrimidin-2-yl)amino)cyclohexyl)-1-(2-methyl-2H-pyrazolo[4,3-b]pyridin-5-yl)urea C(C1=CC=CC=C1)NC(N(C=1C=CC=2C(N1)=CN(N2)C)[C@@H]2CC[C@H](CC2)NC2=NC=C(C(=N2)NC2COC2)C#N)=O